D-o-borono-phenylalanine B(O)(O)C1=C(C[C@@H](N)C(=O)O)C=CC=C1